(2R,3R,4S,5S)-2-(4-amino-7H-pyrrolo[2,3-d]pyrimidin-7-yl)-5-((R)-5,6-difluoro-1,3-dihydroisobenzofuran-1-yl)tetrahydrofuran-3,4-diol NC=1C2=C(N=CN1)N(C=C2)[C@@H]2O[C@@H]([C@H]([C@H]2O)O)[C@@H]2OCC1=CC(=C(C=C21)F)F